C(C1=CC=CC=C1)N1N=NC(=C1)C1=C2C(=NC(=C1)NC(=O)C1CC1)NC=C2 N-(4-(1-benzyl-1H-1,2,3-triazol-4-yl)-1H-pyrrolo[2,3-b]pyridin-6-yl)cyclopropylcarboxamide